1-[4-[(1R,2S)-6-hydroxy-2-indan-5-yl-tetralin-1-yl]phenyl]piperidine-4-carbaldehyde OC=1C=C2CC[C@@H]([C@@H](C2=CC1)C1=CC=C(C=C1)N1CCC(CC1)C=O)C=1C=C2CCCC2=CC1